3-(dichloromethyl)-2-nitrobenzoic acid methyl ester COC(C1=C(C(=CC=C1)C(Cl)Cl)[N+](=O)[O-])=O